(3-(6-(tert-butyl)pyridin-3-yl)phenyl)-8-chloro-N-methyl-[1,2,4]triazolo[4,3-a]quinazolin-5-amine C(C)(C)(C)C1=CC=C(C=N1)C=1C=C(C=CC1)C1=NN=C2N1C1=CC(=CC=C1C(=N2)NC)Cl